N[C@@H]1[C@@H](OCC12CCN(CC2)C2=NC=C(C=N2)SC=2C(=C(C=CC2)NC(=O)C2=NC=CC=N2)Cl)C N-(3-((2-((3S,4S)-4-amino-3-methyl-2-oxa-8-azaspiro[4.5]decan-8-yl)pyrimidin-5-yl)mercapto)-2-chlorophenyl)pyrimidine-2-carboxamide